ClC1=C(C=CC(=N1)C(=O)NC)N1CCN(CC1)CC1=CC(=NC=C1)NS(NCC)(=O)=O 6-chloro-5-(4-((2-((N-ethylsulfamoyl)amino)pyridin-4-yl)methyl)piperazin-1-yl)-N-methylpicolinamide